[C@H]12OC[C@H](N(C1)CC1(CC1)CO)C2 (1-(((1R,4R)-2-oxa-5-azabicyclo[2.2.1]heptan-5-yl)methyl)cyclopropyl)methanol